8-oxo-2,7-diazaspiro[4.4]nonane-2-carboxamide O=C1NCC2(CCN(C2)C(=O)N)C1